N-(5-(6-(2,3-difluorophenyl)-1-oxo-3,4-dihydroisoquinolin-2(1H)-yl)-2-((2-methoxyethoxy)methoxy)phenyl)methanesulfonamide FC1=C(C=CC=C1F)C=1C=C2CCN(C(C2=CC1)=O)C=1C=CC(=C(C1)NS(=O)(=O)C)OCOCCOC